2-(2,6-dimethylpiperidin-1-yl)ethanamine CC1N(C(CCC1)C)CCN